CO\N=C\CC(CC)N1N=CC(=C1)C=1C2=C(N=CN1)NC=C2 (1E)-3-[4-(7H-pyrrolo[2,3-d]-pyrimidin-4-yl)-1H-pyrazol-1-yl]-pentanal O-methyloxime